FC1=CC=C(NC(CC(=O)OCC)=O)C=C1 ethyl 3-(4-fluoroanilino)-3-oxo-propanoate